5-fluoro-N-(4-(1-((2-(2-hydroxyethoxy)ethyl)sulfonyl)piperidin-4-yl)phenyl)isoindoline-2-carboxamide FC=1C=C2CN(CC2=CC1)C(=O)NC1=CC=C(C=C1)C1CCN(CC1)S(=O)(=O)CCOCCO